P(=O)(=O)NCCN phosphoethylenediamine